7-(difluoromethyl)-2,2,3,3-tetrafluoro-6-(pyrimidine-5-oxy)-2,3-dihydro-1H-inden-1-one FC(C=1C(=CC=C2C(C(C(C12)=O)(F)F)(F)F)OC=1C=NC=NC1)F